5-bromo-N-(2-carbamoyl-4-chloro-6-methyl-phenyl)-2-cyclobutyl-pyrazole-3-carboxamide BrC=1C=C(N(N1)C1CCC1)C(=O)NC1=C(C=C(C=C1C)Cl)C(N)=O